[Si](C)(C)(C(C)(C)C)OC1(CC(C1)N1C2=C(C3=C1N=NC(=C3)Cl)OCC2)C 8-((1s,3s)-3-{[tert-butyl(dimethyl)silyl]oxy}-3-methylcyclobutyl)-3-chloro-7,8-dihydro-6H-furo[2',3':4,5]pyrrolo[2,3-c]pyridazine